dimethyl 2,6-dimethyl-4-(2,3,4-tris(2-(3-aminopropoxy) ethyl)-6-nitrophenyl)-1,4-dihydropyridine-3,5-dicarboxylate CC=1NC(=C(C(C1C(=O)OC)C1=C(C(=C(C=C1[N+](=O)[O-])CCOCCCN)CCOCCCN)CCOCCCN)C(=O)OC)C